N-(2,2,2-trifluoroethyl)-N-{4-[2,2,2-trifluoro-1-hydroxyl-(trifluoromethyl)ethyl]phenyl}benzenesulfonamide FC(CN(S(=O)(=O)C1=CC=CC=C1)C1=CC=C(C=C1)C(C(F)(F)F)(O)C(F)(F)F)(F)F